CC=1C=C2C(=NC(=NC2=CC1)NC1=C(C=C(C=C1)F)F)NC1=NNC(=C1)C 6-methyl-N4-(5-methyl-1H-pyrazol-3-yl)-N2-(2,4-difluorophenyl)quinazoline-2,4-diamine